ClC1=C(C(=CC=C1)[N+](=O)[O-])SC 1-Chloro-2-methylthio-3-nitrobenzene